N-[2-(dodecanesulfonyloxy)phenyl]-N'-[3-(dodecanesulfonyloxy)phenyl]urea C(CCCCCCCCCCC)S(=O)(=O)OC1=C(C=CC=C1)NC(=O)NC1=CC(=CC=C1)OS(=O)(=O)CCCCCCCCCCCC